Methyl 1-[(6-hydroxy-3-methyl-3,4-dihydronaphthalen-2-yl)methyl]azetidine-3-carboxylate OC=1C=C2CC(C(=CC2=CC1)CN1CC(C1)C(=O)OC)C